CN(C)C=C1C(NC2=CC=CC=C12)=O 3-dimethylaminomethylene-2-oxo-2,3-dihydro-1H-indole